N-{2,3-dimethoxy-6H,7H,8H,9H,10H-cyclohepta[b]1,5-naphthyridin-11-yl}-1-(2-methoxyethyl)piperidin-4-amine COC=1N=C2C(=C3C(=NC2=CC1OC)CCCCC3)NC3CCN(CC3)CCOC